4-fluoro-1-isopropyl-2-methyl-6-(4,4,5,5-tetramethyl-1,3,2-dioxaborolan-2-yl)-1H-indole-3-carbonitrile FC1=C2C(=C(N(C2=CC(=C1)B1OC(C(O1)(C)C)(C)C)C(C)C)C)C#N